indol-1-ylethan-1-ol N1(C=CC2=CC=CC=C12)C(C)O